5-mercapto-1-phenyltetrazole SC1=NN=NN1C1=CC=CC=C1